4'-[(4-{[5-(trifluoromethoxy)pyridin-2-yl]Amino}piperidin-1-yl)sulfonyl]-[1,1'-biphenyl]-4-carbonitrile FC(OC=1C=CC(=NC1)NC1CCN(CC1)S(=O)(=O)C1=CC=C(C=C1)C1=CC=C(C=C1)C#N)(F)F